(S)-2-(4-(2-(2-hydroxyphenyl)-5,6,6a,7,9,10-hexahydro-8H-pyrazino[1',2':4,5]pyrazino[2,3-c]pyridazin-8-yl)piperidin-1-yl)ethyl 1H-imidazole-1-carboxylate N1(C=NC=C1)C(=O)OCCN1CCC(CC1)N1C[C@H]2N(C=3C(=NN=C(C3)C3=C(C=CC=C3)O)NC2)CC1